C(C)N1N=C(C2=C1C(NCC1(CCOCC1)C2)=O)C[C@H](COC(=O)C=2N=CSC2)C Thiazole-4-carboxylic acid [(2R)-3-(1-ethyl-8-oxo-spiro[6,7-dihydro-4H-pyrazolo[3,4-c]azepin-5,4'-tetrahydropyran]-3-yl)-2-methyl-propyl] ester